2,2-diallyl-5-(3-bromo-5-chloro-phenyl)-4-[(4-methoxyphenyl)methyl]-5-methyl-morpholin-3-one C(C=C)C1(C(N(C(CO1)(C)C1=CC(=CC(=C1)Cl)Br)CC1=CC=C(C=C1)OC)=O)CC=C